1-(3-Methylbenzyl)-4-phenyl-1,2,3-triazole CC=1C=C(CN2N=NC(=C2)C2=CC=CC=C2)C=CC1